4-(((5-benzyl-4,5-dihydro-1H-imidazol-2-yl)thio)methyl)pyridine C(C1=CC=CC=C1)C1CN=C(N1)SCC1=CC=NC=C1